C(C1=C(N(C)C)C=CC=C1)C1=C(N(C)C)C=CC=C1 methylenebis(N,N'-dimethylaniline)